5-bromo-2-chloro-N4-methyl-N6-(2-methylallyl)-N6-(4-phenoxyphenyl)pyrimidine-4,6-diamine BrC=1C(=NC(=NC1N(C1=CC=C(C=C1)OC1=CC=CC=C1)CC(=C)C)Cl)NC